4-((2S,5R)-4-acryloyl-2,5-dimethylpiperazin-1-yl)-6-chloro-1-(4,6-diisopropylpyrimidin-5-yl)-7-(2-fluorophenyl)pyrido[2,3-d]pyrimidin-2(1H)-one C(C=C)(=O)N1C[C@@H](N(C[C@H]1C)C=1C2=C(N(C(N1)=O)C=1C(=NC=NC1C(C)C)C(C)C)N=C(C(=C2)Cl)C2=C(C=CC=C2)F)C